C1=CC=CC=2C3=CC=CC=C3C(C12)C(=O)O 9-fluorenoic acid